ClC=1N=C(N2N=C(C=C(C21)C2=CC=NN2C)N2[C@@H](COCC2)C)C2=CC(=NN2C2OCCCC2)C (3R)-4-{5-chloro-7-[3-methyl-1-(tetrahydropyran-2-yl)-1H-pyrazol-5-yl]-4-(1-methyl-1H-pyrazol-5-yl)imidazo[1,5-b]pyridazin-2-yl}-3-methylmorpholine